1-(1-(5-methoxy-2-(1-methylpyrazol-4-yl)-4-nitrophenyl)piperidin-4-yl)piperazine COC=1C(=CC(=C(C1)N1CCC(CC1)N1CCNCC1)C=1C=NN(C1)C)[N+](=O)[O-]